methyl 5-methyl-1-(6-methylpyridin-3-yl)-4-((2-(trifluoromethyl)pyridin-4-yl)ethynyl)-1H-imidazole-2-carboxylate CC1=C(N=C(N1C=1C=NC(=CC1)C)C(=O)OC)C#CC1=CC(=NC=C1)C(F)(F)F